2-(4-acetylphenyl)-7,7-dimethyl-1,3-dioxo-2,3,5,12b-tetrahydro-1H,7H-chromeno[4,3-c][1,2,4]triazolo[1,2-a]pyridazin-10-yl dimethylcarbamate CN(C(OC=1C=CC2=C(C1)OC(C=1C2N2N(CC1)C(N(C2=O)C2=CC=C(C=C2)C(C)=O)=O)(C)C)=O)C